5-fluoro-4-iodo-1-methyl-pyridin-2-one FC=1C(=CC(N(C1)C)=O)I